1,5-naphthalenedisulfonic acid, sodium salt [Na+].C1(=CC=CC=2C(=CC=CC12)S(=O)(=O)[O-])S(=O)(=O)[O-].[Na+]